ClC1=CC=C(C=C1)C=1C=C(C(N(N1)C=1C=NN(C1)C)=O)C(=O)NC1(CCC2=NC=CC=C21)CO 6-(4-chlorophenyl)-N-(5-(hydroxymethyl)-6,7-dihydro-5H-cyclopenta[b]pyridin-5-yl)-2-(1-methyl-1H-pyrazol-4-yl)-3-oxo-2,3-dihydropyridazine-4-carboxamide